8-methyl-3,4-dihydro-2H-benzo[1,4]oxazine CC1=CC=CC=2NCCOC21